(1R,2R)-2-(6-(2,5-dichloropyrimidin-4-yl)-4-fluoro-2-methyl-1H-benzo[d]imidazol-1-yl)-1-methylcyclopentan-1-ol ClC1=NC=C(C(=N1)C=1C=C(C2=C(N(C(=N2)C)[C@H]2[C@@](CCC2)(O)C)C1)F)Cl